N-(2-(2-((2-(2,6-dioxopiperidin-3-yl)-1,3-dioxoisoindolin-4-yl)-amino)ethoxy)ethyl)piperazine-1-carboxamide O=C1NC(CCC1N1C(C2=CC=CC(=C2C1=O)NCCOCCNC(=O)N1CCNCC1)=O)=O